C(C)C1OCCC1 2-ethyl-tetrahydrofuran